[Si](C1=CC=CC=C1)(C1=CC=CC=C1)(C(C)(C)C)OCCCC1=NN(C(=C1)C1=C2C(=NC=C1)N(C(=C2)C2=CC=CC=C2)COC)C2=CC=C(C=C2)F 3-{3-[(tert-butyldiphenylsilyl)oxy]propyl}-1-(4-fluorophenyl)-5-[1-(methoxymethyl)-2-phenylpyrrolo[2,3-b]pyridin-4-yl]pyrazole